Bis((perfluorohexyl)sulfonyl)amide zinc [Zn+2].FC(C(C(C(C(C(F)(F)F)(F)F)(F)F)(F)F)(F)F)(S(=O)(=O)[N-]S(=O)(=O)C(C(C(C(C(C(F)(F)F)(F)F)(F)F)(F)F)(F)F)(F)F)F.FC(C(C(C(C(C(F)(F)F)(F)F)(F)F)(F)F)(F)F)(F)S(=O)(=O)[N-]S(=O)(=O)C(C(C(C(C(C(F)(F)F)(F)F)(F)F)(F)F)(F)F)(F)F